C(#N)C=1C=C(OC2CCN(CC2)C2=C(C=C(N=N2)C(=O)N[C@@H]2CCC=3C=CC=NC3C2)C)C=CC1 (R)-6-[4-(3-cyanophenoxy)piperidin-1-yl]-5-methyl-N-(5,6,7,8-tetrahydroquinolin-7-yl)pyridazine-3-carboxamide